N-((4-Methylmorpholin-2-yl)methyl)-5-(trifluoromethyl)-3-(8-(trifluoromethyl)quinolin-5-yl)-3-azaBicyclo[3.1.0]hexane-1-carboxamide CN1CC(OCC1)CNC(=O)C12CN(CC2(C1)C(F)(F)F)C1=C2C=CC=NC2=C(C=C1)C(F)(F)F